trimethoxy(3,3,4,4,5,5,6,6,7,7,8,8,8-tridecafluoro-1-iodooctyl)silane 4-(((2-(dimethylamino)ethoxy)carbonyl)oxy)docosa-13,16-dien-1-yl-2,2-bis(heptyloxy)acetate CN(CCOC(=O)OC(CCCOC(C(OCCCCCCC)OCCCCCCC)=O)CCCCCCCCC=CCC=CCCCCC)C.CO[Si](C(CC(C(C(C(C(C(F)(F)F)(F)F)(F)F)(F)F)(F)F)(F)F)I)(OC)OC